C(C)(C)(C)OC(=O)N1C[C@@H](CCC1)NC1=C2C(=NC=C1C(=O)OCCC)NC=C2 propyl (R)-4-((1-(tert-butoxycarbonyl)piperidin-3-yl)amino)-1H-pyrrolo[2,3-b]pyridine-5-carboxylate